CCCCCCCCCCCC/C=C/C(=O)O The molecule is a pentadecenoic acid in which the olefinic double bond is at position 2 and has E configuration. It is a pentadecenoic acid and an alpha,beta-unsaturated monocarboxylic acid.